4-[(5-{[4-((3-fluorophenyl){[(6-methyl-3-pyridinyl)amino]carbonyl}amino)-1-piperidinyl]methyl}-2-pyridinyl)oxy]-N-(3-methoxypropyl)benzenesulfonamide FC=1C=C(C=CC1)N(C1CCN(CC1)CC=1C=CC(=NC1)OC1=CC=C(C=C1)S(=O)(=O)NCCCOC)C(=O)NC=1C=NC(=CC1)C